tert-butyl (3S,4R)-4-hydroxy-3-{3-[2-(methoxymethoxy)-6-methyl-4-(trifluoromethyl)phenyl]-5,6-dihydro-7H-pyrrolo[2,3-c]pyridazin-7-yl}piperidine-1-carboxylate O[C@H]1[C@H](CN(CC1)C(=O)OC(C)(C)C)N1CCC2=C1N=NC(=C2)C2=C(C=C(C=C2C)C(F)(F)F)OCOC